3-chloro-N-(4-phenylbutyl)-propanamide ClCCC(=O)NCCCCC1=CC=CC=C1